CC=1N=C2N(C=CC=C2)C1C(=O)OC=1C=NC=C(C1)Cl 5-Chloropyridin-3-yl 2-methylimidazo[1,2-a]pyridine-3-carboxylate